3-(tert-butyl)-N-(4-(2,3-diaminopyridin-4-yl)-2-(trifluoromethyl)benzyl)-1,2,4-oxadiazole-5-carboxamide C(C)(C)(C)C1=NOC(=N1)C(=O)NCC1=C(C=C(C=C1)C1=C(C(=NC=C1)N)N)C(F)(F)F